2,2'-(ethane-1,2-diylbis(methylazanediyl))bis(1-ethanol) C(CN(C)CCO)N(C)CCO